N-{(1R)-1-[5-(1-cyclopropyl-1H-pyrazole-3-carbonyl)-5,6,7,8-tetrahydro-1,5-naphthyridin-2-yl]ethyl}-4-fluorobenzamide C1(CC1)N1N=C(C=C1)C(=O)N1C=2C=CC(=NC2CCC1)[C@@H](C)NC(C1=CC=C(C=C1)F)=O